3-[4-[1-[[4-[4-[4-(aminomethyl)-3-methyl-phenyl]pyrrolo[2,1-f][1,2,4]triazin-6-yl]phenyl]methyl]-4-piperidyl]anilino]piperidine-2,6-dione HCl salt Cl.NCC1=C(C=C(C=C1)C1=NC=NN2C1=CC(=C2)C2=CC=C(C=C2)CN2CCC(CC2)C2=CC=C(NC1C(NC(CC1)=O)=O)C=C2)C